ClC1=C(C=CC=C1)CC(=O)NC1=CC(=NC=C1)N(C(C)=O)C1=C(C=C(C=C1)C)C N-{4-[2-(2-chlorophenyl)acetylamino]pyridin-2-yl}-N-(2,4-dimethylphenyl)acetamide